C(CSCC(=O)[O-])(=O)OCCCCCC(C)C isooctyl monothiodiacetate